CC1=C(C=NC(=C1)C)S(=O)(=O)N1C[C@@H]2[C@H](C1)CC(C2)N(C(OCC2=CC=CC=C2)=O)CC2CCOCC2 benzyl ((3aR,5s,6aS)-2-((4,6-dimethylpyridin-3-yl)sulfonyl)octahydrocyclopenta[c]pyrrol-5-yl)((tetrahydro-2H-pyran-4-yl)methyl)carbamate